ClC1=C(N=C2N1C=CC(=C2)C(=O)NC2CC1(C2)CC(C1)(C)O)C1=C(C=CC=C1C=1C(=NN(C1)C)F)F 3-chloro-2-(2-fluoro-6-(3-fluoro-1-methyl-1H-pyrazol-4-yl)phenyl)-N-(6-hydroxy-6-methylspiro[3.3]heptan-2-yl)imidazo[1,2-a]pyridine-7-carboxamide